2-(benzylamino)-4-[1-(trifluoromethyl)cyclopropyl]butanoic acid C(C1=CC=CC=C1)NC(C(=O)O)CCC1(CC1)C(F)(F)F